2-(5-(2,4-difluorophenyl)-1H-imidazol-2-yl)piperidin FC1=C(C=CC(=C1)F)C1=CN=C(N1)C1NCCCC1